C(CCCCCCCC)C1=CC=C(C=C1)OC(OC1=CC=C(C=C1)CCCCCCCCC)=O di(4-n-nonylphenyl)-carbonate